[1,3,5]triazin-2-one N1C(N=CN=C1)=O